COC(=O)C=1N(C=CC1)C1=NC2=NC=CC=C2C=C1 (1,8-naphthyridin-2-yl)-1H-pyrrole-2-carboxylic acid methyl ester